7-(2-(4-(6-Fluorobenzo[b]thiophen-4-yl)piperazin-1-yl)ethyl)-2-oxoN-propyl-3,4-dihydroquinoline-1(2H)-carboxamide FC=1C=C(C2=C(SC=C2)C1)N1CCN(CC1)CCC1=CC=C2CCC(N(C2=C1)C(=O)NCCC)=O